CC1=C(C=C(C=C1)C)NC(=O)N1C(C=2NN=CC2C1)(C)C N-(2,5-dimethylphenyl)-6,6-dimethyl-4,6-dihydropyrrolo[3,4-c]pyrazol-5(1H)-carboxamid